(S)-ethyl 3-((4-(trifluoromethoxy)phenyl)sulfonamido)-3-(3-(trifluoromethyl)phenyl)propanoate FC(OC1=CC=C(C=C1)S(=O)(=O)N[C@@H](CC(=O)OCC)C1=CC(=CC=C1)C(F)(F)F)(F)F